3-(aminomethyl)-1-isopropyl-5-[5-(trifluoromethyl)-2-pyridinyl]Pyridin-2-one NCC=1C(N(C=C(C1)C1=NC=C(C=C1)C(F)(F)F)C(C)C)=O